8-cyclobutyl-1,4-dioxaspiro[4.5]decane-8-carbonitrile C1(CCC1)C1(CCC2(OCCO2)CC1)C#N